6-(4-Fluorobenzyl)-5-methoxy-2,3-dihydro-1H-pyrrolo[3,2-b]pyridine FC1=CC=C(CC=2C=C3C(=NC2OC)CCN3)C=C1